[Cu].C1=NC=CC2=CC=CC=C12 isoquinoline copper